3-(4-((1H-imidazol-1-yl)methyl)phenyl)-N-(2-acetyl-5-methoxyphenyl)acrylamide N1(C=NC=C1)CC1=CC=C(C=C1)C=CC(=O)NC1=C(C=CC(=C1)OC)C(C)=O